3,8-difluoro-4-methoxy-2-phenylquinoline-7-carboxylic acid FC=1C(=NC2=C(C(=CC=C2C1OC)C(=O)O)F)C1=CC=CC=C1